C(#N)CC1(CCCCC1)C#N 1-(cyanomethyl)-cyclohexane-1-carbonitrile